NC1=NN2C(N=CC=C2)=C1C(=O)NC(C)C1=CC(=C2C=NN(C2=C1OCC)CCOC)Cl 2-amino-N-{1-[4-chloro-7-ethoxy-1-(2-methoxyethyl)-1H-indazol-6-yl]ethyl}pyrazolo[1,5-a]pyrimidine-3-carboxamide